ClC1=NC(=C2C(=N1)N(N=C2C)C2OCCCC2)OC2CCN(CC2)C(C)C 4-[[6-chloro-3-methyl-1-(oxan-2-yl)pyrazolo[3,4-d]pyrimidin-4-yl]oxy]-1-isopropylpiperidine